[Zr].CC=1CC2=CC=CC(=C2C1)C1=CC(=CC(=C1)F)F (2-methyl-4-(3,5-difluorophenyl)indene) zirconium